tert-butyl N-[5-[4-[[2-[(3R,4R)-3-fluoro-4-(prop-2-enoylamino)pyrrolidin-1-yl]-9-methyl-purin-6-yl]amino]-3-methoxy-pyrazol-1-yl]pentyl]carbamate F[C@@H]1CN(C[C@H]1NC(C=C)=O)C1=NC(=C2N=CN(C2=N1)C)NC=1C(=NN(C1)CCCCCNC(OC(C)(C)C)=O)OC